FC1=C(C(=C(C(=C1[B-](C1=C(C(=C(C(=C1F)F)F)F)F)(C1=C(C(=C(C(=C1F)F)F)F)F)C1=C(C(=C(C(=C1F)F)F)F)F)F)F)F)F.C[NH3+] methylammonium tetra(pentafluorophenyl)borate